N-(3-methoxyphenyl)-4-(trifluoromethyl)thiazol-2-amine COC=1C=C(C=CC1)NC=1SC=C(N1)C(F)(F)F